O=C(CC(=O)O)CCC1COCC1.O1CC(CC1)C=1NC=CC1C(=O)OCC Ethyl 2-(tetrahydrofuran-3-yl)-1H-pyrrole-3-carboxylate 3-oxo-3-(tetrahydrofuran-3-yl)ethyl-propanoate